ClC1=C(C=CC=C1C1=NC=NC(=C1Cl)C1=CC(=C(C=C1)CNCC1=CN=CO1)OC)C1=CC=C(C(=N1)OC)CNCC1=CN=CO1 1-(6-(2-chloro-3-(5-chloro-6-(3-methoxy-4-(((oxazol-5-ylmethyl)amino)methyl)phenyl)pyrimidin-4-yl)phenyl)-2-methoxypyridin-3-yl)-N-(oxazol-5-ylmethyl)methanamine